CC1=NC=C(C(=C1)C[C@@H]1CC[C@H](CC1)C(=O)N1OCC[C@H]1C=1C=NC(=C(C1)F)C)C trans-[4-[(2,5-dimethylpyridin-4-yl)methyl]cyclohexyl]-[(3S)-3-(5-fluoro-6-methylpyridin-3-yl)-1,2-oxazolidin-2-yl]methanone